C(C)[C@]1(C(OCC=2C(N3CC=4C(=NC=5C=C(C(=C6C5C4[C@H](CC6)NC(CCCCNC(=O)N)=O)C)F)C3=CC21)=O)=O)O (R)-1-(((1S,9S)-9-ethyl-5-fluoro-9-hydroxy-4-methyl-10,13-dioxo-2,3,9,10,13,15-hexahydro-1H,12H-benzo[de]pyrano[3',4':6,7]indolizino[1,2-b]quinolin-1-yl)amino)-1-oxo-5-ureidopentan